COC=C(C)C=1C=C(C=CC1)C(C(=O)O)(C)C 2-[3-(2-methoxy-1-methyl-vinyl)phenyl]-2-methyl-propanoic acid